(R)-5-(5-(1-(3,5-Dichloropyridin-4-yl)ethoxy)-1H-indazol-3-yl)-2-(3-methyl-3-(pyrrolidin-1-yl)azetidin-1-yl)nicotinonitrile ClC=1C=NC=C(C1[C@@H](C)OC=1C=C2C(=NNC2=CC1)C=1C=NC(=C(C#N)C1)N1CC(C1)(N1CCCC1)C)Cl